2-(4-bromophenyl)-1-(4-((2-cyclopropyl-5-ethoxy-4'-fluoro-[1,1'-biphenyl]-4-yl)methyl)piperazin-1-yl)ethanone BrC1=CC=C(C=C1)CC(=O)N1CCN(CC1)CC1=CC(=C(C=C1OCC)C1=CC=C(C=C1)F)C1CC1